ClC1=NC(=NC(=C1)NCC=1N=C2N(C=C(C=C2)C2CC2)C1)C(=O)N(C)OC 4-chloro-6-(((6-cyclopropylimidazo[1,2-a]pyridin-2-yl)methyl)amino)-N-methoxy-N-methylpyrimidine-2-carboxamide